1-(2-(6-benzylpyridin-2-yl)morpholino)-3-phenylpropan-1-one C(C1=CC=CC=C1)C1=CC=CC(=N1)C1OCCN(C1)C(CCC1=CC=CC=C1)=O